C(C)(C)(C)C1COC=2C(=NC(=C(C2)OCCCOC)OC)C=2NC(C(=C(C21)O)C(=O)O)=O 7-(tert-butyl)-8-hydroxy-2-methoxy-3-(3-methoxypropoxy)-10-oxo-6,7,10,11-tetrahydrooxepino[3,2-b:4,5-b']dipyridine-9-carboxylic acid